NC1=NN2C(C(N(CC2)C2CC2)=O)=C1 2-amino-5-cyclopropyl-6,7-dihydropyrazolo[1,5-a]pyrazin-4(5H)-one